(S)-6-((5-(1-amino-1,3-dihydrospiro[indene-2,4'-piperidin]-1'-yl)pyrazin-2-yl)thio)-3-benzyl-5-chloroquinazolin-4(3H)-one N[C@@H]1C2=CC=CC=C2CC12CCN(CC2)C=2N=CC(=NC2)SC=2C(=C1C(N(C=NC1=CC2)CC2=CC=CC=C2)=O)Cl